BrCC=1C(=C(C=CC1)[C@H](C)C=1N=CN(C1)C(=O)OC(C)(C)C)C tert-butyl (S)-4-(1-(3-(bromomethyl)-2-methylphenyl) ethyl)-1H-imidazole-1-carboxylate